(3R,4S)-4-methyltetrahydrofuran-3-yl (6-(5-chloro-7-(dimethylamino)-6-fluoro-1H-indazol-4-yl)imidazo[1,2-a]pyrazin-2-yl)carbamate ClC=1C(=C2C=NNC2=C(C1F)N(C)C)C=1N=CC=2N(C1)C=C(N2)NC(O[C@H]2COC[C@@H]2C)=O